C12N(CC(NC1)CC2)C=2C1=C(N=C(N2)OC[C@@]23CCCN3C[C@H](C2)F)C(=C(N=C1)C=1C=C(C=C(C1C(F)(F)F)Cl)O)F 3-(4-(2,5-Diazabicyclo[2.2.2]octan-2-yl)-8-fluoro-2-(((2S,7aR)-2-fluorotetrahydro-1H-pyrrolizin-7a(5H)-yl)methoxy)pyrido[4,3-d]pyrimidin-7-yl)-5-chloro-4-(trifluoromethyl)phenol